C1(=CC=CC=C1)C=1C=C2C(=NC1)NC=C2C2=CC=C(C(=O)O)C=C2 4-(5-phenyl-1H-pyrrolo[2,3-b]pyridine-3-yl)benzoic acid